ClC=1C=C(CC=2N=C3C(=NC=C(C3)N)N2)C=CC1Cl (3,4-dichlorobenzyl)imidazo[4,5-b]pyridin-6-amine